N-(4-(4-amino-1-tert-butyl-1H-pyrazolo[3,4-d]pyrimidin-3-yl)phenyl)pivalamide NC1=C2C(=NC=N1)N(N=C2C2=CC=C(C=C2)NC(C(C)(C)C)=O)C(C)(C)C